methyl (S)-2-((2-(2-fluoro-4-(methylcarbamoyl)phenyl)-7-(fluoromethyl)imidazo[1,2-a]pyridin-3-yl)methyl)morpholine-4-carboxylate FC1=C(C=CC(=C1)C(NC)=O)C=1N=C2N(C=CC(=C2)CF)C1C[C@H]1CN(CCO1)C(=O)OC